NCC1CCC(CC1)C(=O)O 4-(aminomethyl)cyclohexane-carboxylic acid